ON=CC1=C(OC2CCN(CC2)C(CNC(=O)C2=NNC(=C2)C2=CC=CC=C2)=O)C=CC=C1 5-Phenyl-1H-pyrazole-3-carboxylic acid (2-{4-[2-(hydroxyimino-methyl)-phenoxy]-piperidin-1-yl}-2-oxo-ethyl)-amide